2-ethanoic Acid CC(=O)O